(E)-N-(3-imino-3-(isopropylamino)propyl)-4-(4-(4-(3-methoxystyryl)benzamido)-1-methyl-1H-pyrrole-2-carboxamido)-1-methyl-1H-pyrrole-2-carboxamIde N=C(CCNC(=O)C=1N(C=C(C1)NC(=O)C=1N(C=C(C1)NC(C1=CC=C(C=C1)\C=C\C1=CC(=CC=C1)OC)=O)C)C)NC(C)C